gluconic acid (gluconate) O=C([C@H](O)[C@@H](O)[C@H](O)[C@H](O)CO)O.O=C([C@H](O)[C@@H](O)[C@H](O)[C@H](O)CO)O